(E)-N-hydroxy-3-(2-(4-(2-(o-tolyloxy)nicotinoyl)piperazin-1-yl)phenyl)acrylamide ONC(\C=C\C1=C(C=CC=C1)N1CCN(CC1)C(C1=C(N=CC=C1)OC1=C(C=CC=C1)C)=O)=O